[Mn](=O)(=O)([O-])[O-].[Fe+2].[Na+].[Cu+2].[Ti+4] titanium copper sodium iron manganate